4-(trifluoromethylpyridin-2-yl)quinoline-2,4-diamine FC(F)(F)C=1C(=NC=CC1)C1(CC(=NC2=CC=CC=C12)N)N